ClC1=C(C=CC=C1C)S(=O)(=O)NC1=NC(=C(C=C1)C=1C=C2C=NC(=NC2=C(C1)CC)NC1CCC(CC1)N(C)C)C 2-chloro-N-(5-(2-(((1r,4r)-4-(dimethylamino)cyclohexyl)amino)-8-ethylquinazolin-6-yl)-6-methylpyridin-2-yl)-3-methylbenzenesulfonamide